C1(CC1)(C1CC1)C(=O)N1CCC(CC1)(O)CN1C=NC2=C(C1=O)C=C(N2C2=CC=C(C=C2)[C@@H]2NCCOC2)Cl (S)-3-((1-([1,1'-Bi(cyclopropane)]-1-carbonyl)-4-hydroxypiperidin-4-yl)methyl)-6-chloro-7-(4-(morpholin-3-yl)phenyl)-3,7-dihydro-4H-pyrrolo[2,3-d]pyrimidin-4-one